(E)-3-(4-((4-(methylamino)-5-(trifluoromethyl)pyrimidin-2-yl)amino)-1H-indazol-7-yl)-1-morpholinoprop-2-en-1-one CNC1=NC(=NC=C1C(F)(F)F)NC1=C2C=NNC2=C(C=C1)/C=C/C(=O)N1CCOCC1